8-bromo-2-(3-bromoprop-1-yn-1-yl)-3-[(difluoromethyl)sulfanyl]indolizine BrC1=CC=CN2C(=C(C=C12)C#CCBr)SC(F)F